NC1(CC=C(C=C1)C1=CC(=C(N)C=C1)N)N 4,3'-diaminobenzidine